FC1=NC(=CC(=C1C)C)F 2,6-difluoro-3,4-dimethylpyridine